C(C)(C)(C)OC(=O)N1C[C@H](CC1)OC=1C=C2C(=NC(=NC2=C2C1OCC2)C)N[C@H](C)C2=C(C(=CC=C2)C(F)F)F (S)-3-((4-(((R)-1-(3-(difluoromethyl)-2-fluorophenyl)ethyl)amino)-2-methyl-8,9-dihydrofuro[2,3-h]quinazolin-6-yl)oxy)pyrrolidine-1-carboxylic acid tert-butyl ester